BrCCCC1=C(C(=C(C(=C1F)F)F)F)F 1-(3-bromopropyl)pentafluorobenzene